tert.-Butyl 4-(6-amino-4-methoxypyridin-3-yl)-piperidine-1-carboxylate NC1=CC(=C(C=N1)C1CCN(CC1)C(=O)OC(C)(C)C)OC